3-dodecyl-1-(1,2,2,6,6-pentamethyl-4-piperidinyl)-pyrrolidine-2,5-dione C(CCCCCCCCCCC)C1C(N(C(C1)=O)C1CC(N(C(C1)(C)C)C)(C)C)=O